N[C@@H](C1=C(C=C(C(=C1)Cl)Cl)O)C1CCN(CC1)C=1C=NC(=CC1)OC 2-[(R)-amino[1-(6-methoxypyridin-3-yl)piperidin-4-yl]methyl]-4,5-dichlorophenol